3,6-Dihydro-1,2-oxazine O1NCC=CC1